BrC=1C=C(C=NC1C)[C@@H](C)N([S@](=O)C(C)(C)C)CC (R)-N-((R)-1-(5-bromo-6-methylpyridin-3-yl)ethyl)-N-ethyl-2-methylpropane-2-sulfinamide